NN.N1=CC=NC=C1 pyrazine hydrazine salt